OC1N(C(N(C1)C)=O)C1=NC=CC(=C1)C(F)(F)F 4-hydroxy-1-methyl-3-[4-(trifluoromethyl)-2-Pyridyl]imidazolidin-2-one